C(C1=CC=CC=C1)OC=1C2=C(N=C(N1)S(=O)C)CN(CC2)C2=CC=CC=1CCCC(C21)C 4-benzyloxy-7-(8-methyl-5,6,7,8-tetrahydronaphthalen-1-yl)-2-(methylsulfinyl)-5,6,7,8-tetrahydropyrido[3,4-d]pyrimidine